CC1=CC2=C(N=C(N=C2NCCCC=2C=NC=CC2)C(F)(F)F)S1 6-methyl-N-(3-(pyridin-3-yl)propyl)-2-(trifluoromethyl)thieno[2,3-d]pyrimidin-4-amine